5-(3-(2-hydroxyethyl)piperazin-1-yl)-2,3-dihydro-1,4-benzodioxine OCCC1CN(CCN1)C1=CC=CC=2OCCOC21